C1(CCCCC1)OC1=NC=CC(=N1)C1=CN=C(S1)NC1=NC=C(C=C1)N1CCN(CC1)C 5-(2-(cyclohexyloxy)pyrimidin-4-yl)-N-(5-(4-methylpiperazin-1-yl)pyridin-2-yl)thiazol-2-amine